6-cyclopropyl-2-[3-ethylsulfonyl-5-(1-oxa-2-azaspiro[4.4]non-2-en-3-yl)-2-pyridinyl]-7-(trifluoromethyl)imidazo[1,2-c]pyrimidin-5-one C1(CC1)N1C(N2C(C=C1C(F)(F)F)=NC(=C2)C2=NC=C(C=C2S(=O)(=O)CC)C2=NOC1(C2)CCCC1)=O